N-lauroyl-glutamic acid isopropyl ester C(C)(C)OC([C@@H](NC(CCCCCCCCCCC)=O)CCC(=O)O)=O